(S)-N-(1-(4-(benzylsulfanyl)phenylamino)-3-phenylprop-2-yl)-4-fluorobenzamide C(C1=CC=CC=C1)SC1=CC=C(C=C1)NC[C@H](CC1=CC=CC=C1)NC(C1=CC=C(C=C1)F)=O